N[C@H]1CN(CC1)C1=NC(=NC2=C1OCC[C@@H](N2)C(C)C)N (R)-4-((R)-3-Aminopyrrolidin-1-yl)-8-isopropyl-6,7,8,9-tetrahydropyrimido[5,4-b][1,4]oxazepin-2-amine